Decane-8-carbaldehyde CCCCCCCC(CC)C=O